N-(5-hydroxy-pyridin-2-yl)-4'-hydroxy-biphenyl-4-carboxamide OC=1C=CC(=NC1)NC(=O)C1=CC=C(C=C1)C1=CC=C(C=C1)O